5,6-dichloro-nicotinic acid ClC=1C(=NC=C(C(=O)O)C1)Cl